COCC=1SC(=CN1)C1=NC(=NC=C1C(F)(F)F)NC1CCN(CC1)S(=O)(=O)C 4-[2-(Methoxymethyl)-1,3-thiazol-5-yl]-N-(1-methylsulfonylpiperidin-4-yl)-5-(trifluoromethyl)pyrimidin-2-amine